behenyl-propyl-hydroxyethyl-amine C(CCCCCCCCCCCCCCCCCCCCC)N(CCO)CCC